ClC=1C=C(C=C(C1)Cl)N1N=C(C2=C1C=1C=C(C(=CC1OC2)OC)C=2C=NC=C(C2)O)C(=O)N2C(COCC2)(C)C (1-(3,5-dichlorophenyl)-8-(5-hydroxypyridin-3-yl)-7-methoxy-1,4-dihydrochromeno[4,3-c]pyrazol-3-yl)(3,3-dimethylmorpholino)methanone